BrC1=C(C(=CC2=C1[C@@H]([C@@](O2)(C#N)C2=CC=CC=C2)O)F)Cl (2S,3s)-4-bromo-5-chloro-6-fluoro-3-hydroxy-2-phenyl-2,3-dihydrobenzofuran-2-carbonitrile